2-(4-(vinylsulfonyl)phenoxy)ethyl-4-nitrobenzenesulfonate C(=C)S(=O)(=O)C1=CC=C(OCCOS(=O)(=O)C2=CC=C(C=C2)[N+](=O)[O-])C=C1